C(=O)(O)C1=CC=CC(=N1)CNCCNCC1=NC(=CC=C1)C(=O)O N,N'-bis(6-carboxy-2-pyridylmethyl)-ethylenediamine